NC1=NC=C(C=C1C=1C=C2CCNC(C2=CC1Cl)=O)C1=CC=C(C=C1)N1CCN(CC1)C 6-(2-amino-5-(4-(4-methylpiperazin-1-yl)phenyl)pyridin-3-yl)-7-chloro-3,4-dihydroisoquinolin-1(2H)-one